((6-(4-fluoro-1H-pyrazol-1-yl)pyridin-3-yl)methyl)-1H-pyrazole-5-carboxamide FC=1C=NN(C1)C1=CC=C(C=N1)CN1N=CC=C1C(=O)N